(3-pentyl octyl) heptanedioate C(CCCCCC(=O)[O-])(=O)OCCC(CCCCC)CCCCC